2-(4-((3-isopropyl-2-(8-methyl-[1,2,4]triazolo[1,5-a]pyridin-6-yl)-1H-indol-5-yl)oxy)piperidin-1-yl)-N,N-dimethylacetamide C(C)(C)C1=C(NC2=CC=C(C=C12)OC1CCN(CC1)CC(=O)N(C)C)C=1C=C(C=2N(C1)N=CN2)C